4-(2-methyl-2H-tetrazol-5-yl)phenethylcarbamic acid tert-butyl ester C(C)(C)(C)OC(NCCC1=CC=C(C=C1)C=1N=NN(N1)C)=O